C(\C=C/C(=O)[O-])(=O)OC(C)CCC mono-sec-pentyl maleate